C(C)OC(C(C)(C)C1=NC(=CC=C1)Br)=O 2-(6-Bromopyridin-2-yl)-2-methylpropionic acid ethyl ester